C(C)(C)(C)OC(=O)C=1C=C(C=CC1)NC1(CSCC1)C(=O)O 3-((3-(tert-butoxycarbonyl)phenyl)amino)tetrahydrothiophene-3-carboxylic acid